COC1=C(C(=NC(=C1)/C=N/O)C2=CC=CC=N2)OC The molecule is a pyridine alkaloid that is 2,2'-bipyridine substituted by methoxy groups at positions 3 and 4 and a (E)-(hydroxyimino)methyl group at position 6. Isolated from the marine-derived actinomycete Actinoalloteichus cyanogriseus, it exhibits antineoplastic activity. It has a role as an antineoplastic agent, a marine metabolite and a bacterial metabolite. It is an aldoxime, an aromatic ether, a member of bipyridines and a pyridine alkaloid. It derives from a hydride of a 2,2'-bipyridine.